F[C@H]1[C@@H]([C@H](O[C@H]1N1C(NC(C(=C1)C)=O)=O)C(=O)O)O (2S,3R,4S,5R)-4-fluoro-3-hydroxy-5-(5-methyl-2,4-dioxo-3,4-dihydropyrimidin-1(2H)-yl)tetrahydrofuran-2-carboxylic acid